C1=CC=CC=2C1=C1C=C3C=CC=CC3=NC1=CC2 benz[a]acridine